C(=CCCCC)CCP(O)(=O)C1=CC=CC=C1 hexenyl-phenyl-ethyl-phosphinic acid